C1=C(C=CC2=CC=CC=C12)NC=O N-(2-naphthyl)carboxamide